[O-]P([O-])(=O)OP(=O)([O-])OP(=O)([O-])OP(=O)([O-])[O-] tetraphosphate